Butyl (S)-2-((((1S,2S)-2-((4-methylphenyl)sulfonamido)-1,2-diphenylethyl)amino)methyl)pyrrolidine-1-carboxylate CC1=CC=C(C=C1)S(=O)(=O)N[C@H]([C@H](C1=CC=CC=C1)NC[C@H]1N(CCC1)C(=O)OCCCC)C1=CC=CC=C1